CC1=NC2=CC=CC(=C2C(N1C1C(NC(CC1)=O)=O)=O)NCC=1SC(=CN1)CN1CCCCC1 3-(2-methyl-4-oxo-5-(((5-(piperidin-1-ylmethyl)thiazol-2-yl)methyl)amino)quinazolin-3(4H)-yl)piperidine-2,6-dione